5-iodothiophene-2-sulfonamide IC1=CC=C(S1)S(=O)(=O)N